C(C)(C)(C)OC(=O)NC1CC2(CN(C2)C2=CC=C(C(=N2)OC)C=2C=C3C(=CNC3=CC2Cl)C(=O)O)C1 5-(6-(6-((tert-butoxycarbonyl)amino)-2-azaspiro[3.3]heptan-2-yl)-2-methoxypyridin-3-yl)-6-chloro-1H-indole-3-carboxylic acid